N1C(=NC2=C1C=CC=C2)C=2C=CC(=C(C2)NC2=NC=C(C=N2)C2=CC(=CC=C2)F)OC N-[5-(1H-benzo[d]imidazol-2-yl)-2-methoxyphenyl]-5-(3-fluorophenyl)pyrimidin-2-amine